Cl.Cl.O=C1NC(CCC1N1C(C2=CC=C(C=C2C1=O)N1CCN(CC1)CC1CCNCC1)=O)=O 2-(2,6-dioxo-3-piperidinyl)-5-[4-(4-piperidinylmethyl)-1-piperazinyl]-1H-isoindole-1,3(2H)-dione dihydrochloride